COCOC=1C=NC=C(C(=O)O)C1 5-(Methoxymethoxy)nicotinic acid